ClC=1C=C(C=C(C1)NS(=O)(=O)C)NC(=O)C=1SC(=C(C1)C1=NC=C(C=C1F)C1CCN(CC1)CC(F)(F)F)C N-(3-chloro-5-(methylsulfonamido)phenyl)-4-(3-fluoro-5-(1-(2,2,2-trifluoroethyl)piperidin-4-yl)pyridin-2-yl)-5-methylthiophene-2-carboxamide